(4-(oxetan-3-yloxy)pyridin-2-yl)methanol O1CC(C1)OC1=CC(=NC=C1)CO